1-fluorocyclopropane-1-sulfonamide FC1(CC1)S(=O)(=O)N